N1(C=NC=C1)C1=CC(=NC(=C1)N1C=NC=C1)C(=O)NC1CCC(CC1)OC 4,6-di(1H-imidazol-1-yl)-N-((1r,4r)-4-methoxycyclohexyl)picolinamide